4'-(N-methylbutanamido)-N-(pyridin-3-ylmethyl)-[1,1'-biphenyl]-4-carboxamide CN(C(CCC)=O)C1=CC=C(C=C1)C1=CC=C(C=C1)C(=O)NCC=1C=NC=CC1